C=1(C(=CC=C2C(C3=CC=CC=C3C(C12)=O)=O)S(=O)(=O)[O-])S(=O)(=O)[O-].[Na+].[Na+] disodium anthraquinonedisulfonate